BrCCN1N=CC(=C1)B1OC(C(O1)(C)C)(C)C 1-(2-bromoethyl)-4-(4,4,5,5-tetramethyl-1,3,2-dioxaborolan-2-yl)-1H-pyrazole